methyl (R)-2-(methoxymethyl)-4-((4-methoxyphenyl)carbamoyl)-2,3,4,5-tetrahydrobenzo[f][1,4]oxazepine-8-carboxylate COC[C@@H]1OC2=C(CN(C1)C(NC1=CC=C(C=C1)OC)=O)C=CC(=C2)C(=O)OC